hexadecyl benzenesulfonate sodium salt [Na].C1(=CC=CC=C1)S(=O)(=O)OCCCCCCCCCCCCCCCC